C(C)(C)(C)OC(=O)N(CC(=O)O)C1=CC=CC=C1 N-(tert-butoxycarbonyl)-N-phenylglycine